ClC=1C=C(C=CC1F)C(COC(C(C)(C)C)=O)(C)N=C=S.ClC=1C=C(NC2=NC=NC3=CC(=C(C=C23)OCCCN2CCOCC2)OC)C=CC1F 4-(3'-Chloro-4'-fluoroanilino)-7-methoxy-6-(3-morpholinopropoxy)quinazoline [2-(3-chloro-4-fluoro-phenyl)-2-isothiocyanato-propyl]2,2-dimethylpropanoate